N-(2-(6,6-Dimethyl-4,5,6,7-tetrahydro-1H-indazol-3-yl)-3H-imidazo[4,5-b]pyridin-6-yl)-N-methylcyclopentanecarboxamide CC1(CCC=2C(=NNC2C1)C1=NC=2C(=NC=C(C2)N(C(=O)C2CCCC2)C)N1)C